FC=1C=C(C=C(C1[N+](=O)[O-])F)O 3,5-Difluoro-p-nitrophenol